FC=1SC(=C(N1)F)S(=O)(=O)ON=C(CS(=O)(=O)C(C)(C)C)N N'-{[(2,4-difluoro-1,3-thiazol-5-yl)sulfonyl]oxy}-2-(2-methylpropane-2-sulfonyl)ethanimidamide